methyl 4-benzyl-3,4-dihydro-2H-benzo[b][1,4]thiazine-6-carboxylate C(C1=CC=CC=C1)N1C2=C(SCC1)C=CC(=C2)C(=O)OC